ClC1=NC2=CC=CC=C2C(=N1)C1=CC=CC=2C3=CC=CC=C3N(C12)C1=CC=CC=C1 (2-chloroquinazolin-4-yl)-9-phenyl-9H-carbazole